C(C)(C)(C)C1=C(C=CC(=C1)C(C)(C)C)OP(OC1=C(C=C(C=C1)C(C)(C)C)C(C)(C)C)OC1=C(C=C(C=C1)C(C)(C)C)C(C)(C)C.C(C)(C)(C)C1CCC2(CCC(O2)OCCOC2OC3(CC2)CCC(CC3)C(C)(C)C)CC1 1,2-bis((8-(tert-butyl)-1-oxaspiro[4.5]dec-2-yl)oxy)ethane tris(2,4-di-tert-butylphenyl)phosphite